(4-phenylthiophenyl)-diphenylsulfonium C1(=CC=CC=C1)SC1=CC=C(C=C1)[S+](C1=CC=CC=C1)C1=CC=CC=C1